(2,4-difluorophenyl)-iodo-zinc FC1=C(C=CC(=C1)F)[Zn]I